(R)-3-((6-(dibenzylamino)-5-nitropyrimidin-4-yl)amino)pyrrolidine-1-carboxylic acid tert-butyl ester C(C)(C)(C)OC(=O)N1C[C@@H](CC1)NC1=NC=NC(=C1[N+](=O)[O-])N(CC1=CC=CC=C1)CC1=CC=CC=C1